potassium [1,2,4]triazolo[1,5-a]pyrazine-6-carboxylate N=1C=NN2C1C=NC(=C2)C(=O)[O-].[K+]